1,1-bis(4-((aminophenyl)methyl)phenyl)-4-butylcyclohexane NC1=C(C=CC=C1)CC1=CC=C(C=C1)C1(CCC(CC1)CCCC)C1=CC=C(C=C1)CC1=C(C=CC=C1)N